C(C1=CC=CC=C1)OC1=CC=C2C3=C(C(OC2=C1)=O)C=C(C=C3)OC3COCC3 3-(Benzyloxy)-8-((tetrahydrofuran-3-yl)oxy)-6H-benzo[C]chromen-6-one